4-(methyl-nitrosoamino)-1-(3-pyridyl)-1-butanone CN(CCCC(=O)C=1C=NC=CC1)N=O